(S)-methylpyrrolidine-3-carboxylate hydrochloride Cl.COC(=O)[C@@H]1CNCC1